ClC1=C(C=CC(=C1)C1=NNC2=NC=C(C=C21)C2=CC1=C(CCN(CC1)CCOC)C=C2)C(C)(C)O 2-(2-Chloro-4-(5-(3-(2-methoxyethyl)-2,3,4,5-tetrahydro-1H-benzo[d]azepin-7-yl)-1H-pyrazolo[3,4-b]pyridin-3-yl)phenyl)propan-2-ol